phenyl 6-methoxy-2-(1-methyl-2-oxabicyclo[2.1.1]hex-4-yl)-2H-indazole-5-carboxylate COC=1C(=CC2=CN(N=C2C1)C12COC(C1)(C2)C)C(=O)OC2=CC=CC=C2